ClC=1C(=CC(=C(N)C1)F)C=1C=NC(=CC1)OC1CCC(CC1)OC 5-Chloro-2-fluoro-4-(6-(((1s,4s)-4-methoxycyclohexyl)oxy)pyridin-3-yl)aniline